NCC(=O)NC=1SC=C(N1)[C@H]1CN(CCC1)C(=O)OC(C)(C)C tert-butyl (R)-3-(2-(2-aminoacetamido)thiazol-4-yl)piperidine-1-carboxylate